racemic-3-ethylbicyclo[3.2.0]hept-3-ene C(C)C=1CC2CCC2C1